CC=1C=C(C=C(C1)C)NC(=O)C1=CN=C(O1)C1=CC(=CC=C1)C1=CC(=NN1)C(NC(CC)CC)=O N-(3,5-Dimethylphenyl)-2-(3-(3-(Pentan-3-Ylcarbamoyl)-1H-Pyrazol-5-Yl)Phenyl)Oxazole-5-Carboxamide